S(=O)(=O)([O-])[O-].[Sn+4].[K+] potassium tin sulfate